N-(8,9-Difluoro-6-oxo-1,4,5,6-tetrahydro-2H-pyrano[3,4-c]isoquinolin-1-yl)-4-(difluoromethyl)-3-fluoro-N-methylbenzamide FC=1C(=CC=2C3=C(NC(C2C1)=O)COCC3N(C(C3=CC(=C(C=C3)C(F)F)F)=O)C)F